ClC1=CC=C(C=C1)[C@@H]1O[C@H](C(N([C@@H]1C1=CC=C(C=C1)Cl)[C@@H](C(=O)OCC)CCC)=O)CC1=C(C=C(C=C1)SC)C#N (R)-Ethyl 2-((2S,3R,6S)-2,3-bis(4-chlorophenyl)-6-(2-cyano-4-(methylthio)benzyl)-5-oxomorpholino)pentanoate